ClC1=NC=C(C=C1)C=1N=NNN1 2-chloro-5-(2H-tetrazol-5-yl)pyridine